O(S(=O)(=O)O)S(=O)(=O)[O-] sulfoxy(sulfonate)